(2S)-5-(carbamoylamino)-2-({[(9H-fluoren-9-yl)methoxy]carbonyl}amino)pentanoic acid C(N)(=O)NCCC[C@@H](C(=O)O)NC(=O)OCC1C2=CC=CC=C2C=2C=CC=CC12